C(C)(C)(C)OC(=O)N1CC2(C1)CC(C2)CCN.CC2=NC(=CN=C2)C=2C=NNC2 2-methyl-6-(1H-pyrazol-4-yl)pyrazine tert-butyl-6-(2-aminoethyl)-2-azaspiro[3.3]heptane-2-carboxylate